OCC(C)(C)NC(=O)C=1C=2C[C@@H]3[C@H](C2N(N1)C1=NC=C(N=C1)OC)C3 (1aR,5aR)-2-(5-methoxypyrazine-2-yl)-1a,2,5,5a-tetrahydro-1H-2,3-diaza-cyclopropa[a]pentalene-4-carboxylic Acid (2-Hydroxy-1,1-dimethyl-ethyl)-amide